C(C)C(CO)=CCC1C(C(=CC1)C)(C)C 2-Ethyl-4-(2,2,3-trimethyl-3-cyclopenten-1-yl)-2-buten-1-ol